(S)-(4,5-dihydro-7H-thieno[2,3-c]pyran-7-yl)-N-methyl-methylaminobenzenesulfonate S1C=CC2=C1[C@@H](OCC2)C=2C(=C(C=CC2)S(=O)(=O)[O-])N(C)C